N-(4-((3-chloro-4-(pyridin-2-ylmethoxy)phenyl)amino)-5-phenylquinazolin-6-yl)-3-(1-methylpyrrolidin-2-yl)acrylamide ClC=1C=C(C=CC1OCC1=NC=CC=C1)NC1=NC=NC2=CC=C(C(=C12)C1=CC=CC=C1)NC(C=CC1N(CCC1)C)=O